OC1C=CC(C(=C2CCCC2)C2C=CC(O)=CC=2)=CC=1 4-Cyclopentyliden(4-hydroxyphenyl)methylphenol